3-(5-(difluoromethyl)-1,3,4-thiadiazol-2-yl)-8-(5-(hydroxymethyl)-3,3-dimethylpiperazin-1-yl)imidazo[1,5-a]pyridine-6-sulfonamide formate C(=O)O.FC(C1=NN=C(S1)C1=NC=C2N1C=C(C=C2N2CC(NC(C2)CO)(C)C)S(=O)(=O)N)F